C(C1=CC=CC=C1)(=O)N1CC(C1)(F)CN1C(=NC2=C1C(=CC(=C2)C(=O)N2C[C@@H](C[C@H](C2)F)N)OC)C2=CC=1C(=NC=CC1)N2CC2CC2 (3R,5R)-1-{1-[(1-benzoyl-3-fluoroazetidin-3-yl)methyl]-2-[1-(cyclopropylmethyl)-1H-pyrrolo[2,3-b]pyridin-2-yl]-7-methoxy-1H-1,3-benzodiazole-5-carbonyl}-5-fluoropiperidin-3-amine